methyl-2-hydroxy(3,5-dimethylbenzene) methacrylate C(C(=C)C)(=O)O.CC1=C(C(=CC(=C1)C)C)O